methyl 5-benzyl-3-(((2-methylthiazol-4-yl)methoxy)methyl)-4,5-dihydroisoxazole-5-carboxylate C(C1=CC=CC=C1)C1(CC(=NO1)COCC=1N=C(SC1)C)C(=O)OC